8-methoxyimidazo[1,2-a]pyridin COC=1C=2N(C=CC1)C=CN2